(3R,4R,5S)-4-acetamido-5-azido-3-acetoxy-1-cyclohexene C(C)(=O)N[C@H]1[C@@H](C=CC[C@@H]1N=[N+]=[N-])OC(C)=O